benzylidenebornan-2-one methyl-sulfate COS(=O)(=O)O.C(C1=CC=CC=C1)=C1C(C2(CCC1C2(C)C)C)=O